OCC1N(C2=CC(=C(C=C2C1O)OC)OC)N=O 2-(hydroxymethyl)-5,6-dimethoxy-1-nitrosoindolin-3-ol